C1(=C(C(=C(C=2C(=C(C(=CC12)[2H])[2H])[2H])[2H])[2H])[2H])[2H] naphthalene-1,2,3,4,5,6,7-d7